di(methyl)n-butyl-(sec-butoxy)silane C[Si](OC(C)CC)(CCCC)C